2,5-bis(perfluorooctyl)-terphenyl-p-dicarbaldehyde FC(C(C(C(C(C(C(C(F)(F)F)(F)F)(F)F)(F)F)(F)F)(F)F)(F)F)(C1C(C=C(C(=C1)C=O)C(C(C(C(C(C(C(C(F)(F)F)(F)F)(F)F)(F)F)(F)F)(F)F)(F)F)(F)F)(C=1C(=CC=CC1)C1=CC=CC=C1)C=O)F